t-hexyl peroxyvalerate C(CCCC)(=O)OOC(C)(C)CCC